(S)-N-(2,3-difluoro-4-(3-(2-(piperidin-3-ylamino)pyrimidin-4-yl)pyridin-2-yloxy)phenyl)-1-(pyridin-3-yl)methanesulfonamide FC1=C(C=CC(=C1F)OC1=NC=CC=C1C1=NC(=NC=C1)N[C@@H]1CNCCC1)NS(=O)(=O)CC=1C=NC=CC1